2-((S)-4-(7-(6-methyl-5,6,7,8-tetrahydronaphthalen-1-yl)-2-(((S)-1-methylpyrrolidin-2-yl)methoxy)-5,6,7,8-tetrahydropyrido[3,4-d]pyrimidin-4-yl)piperazin-2-yl)acetonitrile CC1CC=2C=CC=C(C2CC1)N1CC=2N=C(N=C(C2CC1)N1C[C@@H](NCC1)CC#N)OC[C@H]1N(CCC1)C